N1N=NN=C1C1=CC=CC=2C(=COC21)C(=O)OCC Ethyl 7-(1H-Tetrazol-5-Yl)Benzofuran-3-Carboxylate